FC(C)(F)C=1C=C(C(=C(C1)CC(=O)OC(C)(C)C)OC)F tert-butyl 2-(5-(1,1-difluoroethyl)-3-fluoro-2-methoxyphenyl)acetate